OP(O)(=O)OP(=O)(O)O.C1(=CC=CC=C1)C1=C(NOC=C1)C1=CC=CC=C1 diphenyloxazine diphosphate